CS(=O)(=O)C=1N=CC2=C(N1)N(C(C(=C2C#C[Si](C(C)C)(C(C)C)C(C)C)NC2=CC=CC=C2)=O)C 2-methanesulfonyl-8-methyl-6-(phenylamino)-5-[2-(triisopropylsilyl)ethynyl]pyrido[2,3-d]pyrimidin-7-one